(7S)-3-chloro-7-methyl-2-(4,4,5,5-tetramethyl-1,3,2-dioxaborolan-2-yl)-5H,6H,7H-pyrazolo[1,5-a]pyrazin-4-one ClC=1C(=NN2C1C(NC[C@@H]2C)=O)B2OC(C(O2)(C)C)(C)C